O1C2=C(OCC1)C=C(C=C2)C2=NN(C1=CC=CC=C21)S(=O)(=O)C2=CC=C(C)C=C2 3-(2,3-dihydrobenzo[b][1,4]dioxin-6-yl)-1-tosyl-1H-indazole